ClC=1C(=CC(=NC1)OC)C1=CC(=NN1)C(=O)N1CCC(CC1)C(=O)NN1CC=NC=C1Cl 1-[5-(5-chloro-2-methoxypyridin-4-yl)-1H-pyrazole-3-carbonyl]-N-(5-chloropyrazin-4-yl)piperidine-4-carboxamide